1-(5-(9-(2-methoxyphenyl)-6,7,8,9-tetrahydrobenzo[4,5]imidazo[1,2-a]pyridin-2-yl)pyrimidin-2-yl)azepin-4-ol COC1=C(C=CC=C1)C1CCCC=2N=C3N(C=C(C=C3)C=3C=NC(=NC3)N3C=CC(=CC=C3)O)C21